(R)-N-(bicyclo[2.1.1]hexan-1-yl)-2-cyclopentyl-2-((2,4-dibromo-5-methoxyphenyl)sulfonamido)acetamide C12(CCC(C1)C2)NC([C@H](NS(=O)(=O)C2=C(C=C(C(=C2)OC)Br)Br)C2CCCC2)=O